FC1=C(C=C(C=C1)F)C1=CC2=C(O[C@@H](CN2S(=O)(=O)C2=CC(=CC=C2)C(F)(F)F)CCC(=O)O)C=C1 (R)-3-(6-(2,5-difluorophenyl)-4-((3-(trifluoromethyl)phenyl)-sulfonyl)-3,4-dihydro-2H-benzo[b][1,4]oxazin-2-yl)propanoic acid